5-(methylamino)pyrazine-2-carboxamide formate salt C(=O)O.CNC=1N=CC(=NC1)C(=O)N